CC1(COC2=C(C1=O)C=CC=C2)CC(F)F 3-methyl-3-(2,2-difluoroethyl)-2,3-dihydrobenzopyran-4-one